CNC(=O)C=1C=C2NCCN(C2=CC1)C N,1-dimethyl-1,2,3,4-tetrahydroquinoxaline-6-carboxamide